C(C)(C)(C)OC(=O)N[C@@H](CC(=O)OCC)C=1C=C(C=C(C1F)C1CC1)C1=C(C=C(C=C1OS(=O)(=O)C(F)(F)F)F)C Ethyl (S)-3-((tert-butoxycarbonyl)amino)-3-(5-cyclopropyl-4,4'-difluoro-2'-methyl-6'-(((trifluoromethyl)sulfonyl)oxy)-[1,1'-biphenyl]-3-yl)propanoate